COC(=O)C1=NC(=CC=C1OC)C(F)(F)F 3-methoxy-6-(trifluoromethyl)pyridine-2-carboxylic acid methyl ester